rel-((1R,4R,5R)-5-((4-(2-aminopropan-2-yl)-6-(4-fluorophenyl)pyridin-2-yl)oxy)-2-azabicyclo[2.2.0]hexan-2-yl)(1-methyl-3-(pyrimidin-2-yl)-1H-pyrazol-5-yl)methanone NC(C)(C)C1=CC(=NC(=C1)C1=CC=C(C=C1)F)O[C@H]1[C@@H]2CN([C@@H]2C1)C(=O)C1=CC(=NN1C)C1=NC=CC=N1 |o1:18,19,22|